CC1=C(COC(C2=C(C=CC=C2)C)=O)C=CC=C1 2-methylbenzoic acid-2-methylbenzyl ester